3-(dimethylamino)-2-(ethylsulfonyl)-1-(5-iodo-1-methyl-1H-imidazol-2-yl)prop-2-en-1-one CN(C=C(C(=O)C=1N(C(=CN1)I)C)S(=O)(=O)CC)C